1-p-Menthen-3-one C1(=CC(C(CC1)C(C)C)=O)C